Cl.NC1CCN(CC1)C=1N(C(C(=C(N1)C1=CC=C(C=C1)C#N)C1=CC=C(OCCCCCCCC(=O)NO)C=C1)=O)C 8-(4-(2-(4-aminopiperidin-1-yl)-4-(4-cyanophenyl)-1-methyl-6-oxo-1,6-dihydropyrimidin-5-yl)phenoxy)-N-hydroxyoctanamide hydrochloride